F[C@H]1CN(CC[C@H]1OC)C1=NC=CC(=N1)NC=1N=CC2=C(C=CC(=C2C1)[C@@H]1[C@@H](COC1)NC(C=C)=O)N1CC(C1)CS(=O)(=O)C N-((3S,4R)-4-(3-((2-((3S,4R)-3-fluoro-4-methoxypiperidin-1-yl)pyrimidin-4-yl)amino)-8-(3-((methylsulfonyl)methyl)azetidin-1-yl)isoquinolin-5-yl)tetrahydrofuran-3-yl)acrylamide